C(OC(CF)(F)F)([O-])=O 1,1,2-trifluoroethyl carbonate